2,3,8,9,14,15-hexafluoro-di-quinoxalino[2,3-a:2',3'-C]phenazine FC=1C(=CC2=NC3=C(C4=NC5=CC(=C(C=C5N=C4C4=C3N=C3C=C(C(=CC3=N4)F)F)F)F)N=C2C1)F